[Br-].CCCCCCCCC Nonane bromide